6-[4-[cis-5-methyl-2,3,3a,4,6,6a-hexahydropyrrolo[2,3-c]pyrrol-1-yl]-6-chloro-5-fluoro-8-(methylamino)-9H-pyrido[2,3-b]indol-3-yl]-1-methyl-4-oxo-1,8-naphthyridine-3-carboxylic acid CN1C[C@@H]2[C@H](C1)CCN2C2=C(C=NC=1NC3=C(C=C(C(=C3C12)F)Cl)NC)C=1C=C2C(C(=CN(C2=NC1)C)C(=O)O)=O